3-bromo-6-((2-methoxyethoxy)methoxy)-4H-chromen-4-one BrC1=COC2=CC=C(C=C2C1=O)OCOCCOC